2,5-diethyl-1,6-hexanediol C(C)C(CO)CCC(CO)CC